tert-butyl 4-((S)-4-(5-(3,5-dimethylisoxazol-4-yl)-1-((trans)-4-methoxycyclohexyl)-1H-benzo[d]imidazol-2-yl)-1,3-oxazinan-2-one-3-yl)-5,6-dihydropyridine-1(2H)-carboxylate CC1=NOC(=C1C1=CC2=C(N(C(=N2)[C@H]2N(C(OCC2)=O)C2=CCN(CC2)C(=O)OC(C)(C)C)[C@@H]2CC[C@H](CC2)OC)C=C1)C